((7-chloro-8-fluoro-5-[(2S)-2-methylazetidin-1-yl]pyrido[4,3-d]pyrimidin-2-yloxy)methyl)-2-fluoro-hexahydropyrrolizine ClC1=C(C=2N=C(N=CC2C(=N1)N1[C@H](CC1)C)OCC1C(CN2CCCC12)F)F